2',3',5',6'-tetrahydrospiro[indoline-3,4'-pyran]-1-carboxylic acid tert-butyl ester C(C)(C)(C)OC(=O)N1CC2(CCOCC2)C2=CC=CC=C12